C1(CC1)C1=CC(=CC(=N1)C(=O)OC)CN1C[C@H](CC1)F methyl (S)-6-cyclopropyl-4-((3-fluoropyrrolidin-1-yl)methyl)picolinate